CC1=CC=CC(=N1)C1=NC(=CC(=N1)O)O 2-(6-methylpyridin-2-yl)pyrimidine-4,6-diol